2-[(3R)-3-{1-[3-(cyclopropylethynyl)-1-[1-(2,4-dichloropyrimidin-5-yl)ethyl]pyrazolo[4,3-b]pyrazin-6-yl]azetidin-3-yl}hexahydropyridin-1-yl]ethan-1-ol C1(CC1)C#CC1=NN(C=2C1=NC=C(N2)N2CC(C2)[C@@H]2CN(CCC2)CCO)C(C)C=2C(=NC(=NC2)Cl)Cl